(7R,8S)-7-((S)-5H-Imidazo[5,1-a]isoindol-5-yl)-5,6,7,8-tetrahydroindolizin-8-ol C=1N=CN2C1C1=CC=CC=C1[C@@H]2[C@H]2CCN1C=CC=C1[C@H]2O